2-(benzyloxy)-6-(ethylthio)benzaldehyde C(C1=CC=CC=C1)OC1=C(C=O)C(=CC=C1)SCC